CC(=CC1=CC=C(OC2=C(N=NN2)C(=O)O)C=C1)C 5-(4-(2-methylprop-1-en-1-yl)phenoxy)-1H-1,2,3-triazole-4-carboxylic acid